ClC1=CC(=NC(=C1)Cl)N1CCOCC1 4-(4,6-dichloropyridin-2-yl)morpholine